ClC1=C(COC=2C=C(C=NC2)C=2C=NN(C2)C2CCN(CC2)C(=O)OC)C=CC=C1 Methyl 4-(4-(5-((2-chlorobenzyl)oxy)pyridin-3-yl)-1H-pyrazol-1-yl)piperidine-1-carboxylate